tert-butyl (2-carbamoylallyl)(7-(4-isopropylphenyl)-2,3-dihydrobenzofuran-5-yl)carbamate C(N)(=O)C(CN(C(OC(C)(C)C)=O)C=1C=C(C2=C(CCO2)C1)C1=CC=C(C=C1)C(C)C)=C